C(C)(C)(C)OC(NC=1C=C2C=C(N=CC2=C(C1)Cl)N(CC1=CC=C(C=C1)OC)CC1=CC=C(C=C1)OC)=O 3-(bis(4-methoxybenzyl)amino)-8-chloroisoquinolin-6-ylcarbamic acid tert-butyl ester